2-hydroxy-4-(3,5-dihydroxy-7-methoxy-4-oxo-4H-chromen-2-yl)phenolate OC1=C(C=CC(=C1)C=1OC2=CC(=CC(=C2C(C1O)=O)O)OC)[O-]